CC([C@@H](CCC(C)C)NC(=O)OC(C)(C)C)S(=O)(=O)O (2R,5S)-1,5-dimethyl-sulfo-2-(N-Boc-amino)-hexane